5-[(1S)-1-methoxyethyl]-1-(pyridin-3-yl)-1H-pyrazol-4-amine CO[C@@H](C)C1=C(C=NN1C=1C=NC=CC1)N